BrC(=C(CO)I)I 3-bromo-2,3-diiodo-2-propenylalcohol